C(CCCCCCCCCCCCCCCCCCCCCCCCCCCCCCCCCCCCC)(=O)OCCCCCCCCCCCCCCCCCCC nonadecyl octatriacontanoate